C1(=CC=CC=C1)C[C@H](CC1=C(NC2=CC=CC=C12)C1=CC=CC=C1)NC(OC(C)(C)C)=O tert-butyl (R)-(1-phenyl-3-(2-phenyl-1H-indol-3-yl)propan-2-yl)carbamate